1-cycloheptyl-5-(trifluoromethyl)-1H-pyrazole C1(CCCCCC1)N1N=CC=C1C(F)(F)F